3-{3-methyl-2-oxo-4-[1-(piperidin-4-ylmethyl)piperidin-3-yl]-1,3-benzodiazol-1-yl}piperidine-2,6-dione CN1C(N(C2=C1C(=CC=C2)C2CN(CCC2)CC2CCNCC2)C2C(NC(CC2)=O)=O)=O